FC=1C=C2N(CCN(C2=CC1)CC(C)N1CCOCC1)C1=CC=C(C=C1)F 1-(6-fluoro-4-(4-fluorophenyl)-3,4-dihydroquinoxalin-1(2H)-yl)-2-morpholinopropan